FC(OC=1C=C(C=C(C1)F)C1=CC=2N(C[C@H]3N(C2C=C1)CCC(C3)OCCS(=O)(=O)C)S(=O)(=O)C3=CC(=CC=C3)C(F)(F)F)F (6aS)-3-(3-(difluoromethoxy)-5-fluorophenyl)-8-((methylsulfonyl)ethoxy)-5-((3-(trifluoromethyl)phenyl)sulfonyl)-6,6a,7,8,9,10-hexahydro-5H-pyrido[1,2-a]quinoxaline